FC(C=1N=C2N(CCNC2)C1)(F)F 2-(trifluoromethyl)-5,6,7,8-tetrahydroimidazo[1,2-a]pyrazine